CC(C)(C)[S@@](=O)N[C@@H]1C2=C(OC13CCNCC3)C=CC=C2 (R)-2-methyl-N-((R)-3H-spiro[benzofuran-2,4'-piperidin]-3-yl)propane-2-sulfinamide